N-(2-methoxyethyl)-5-[3-(prop-2-enamido)phenyl]-1H-pyrazolo[3,4-c]pyridine-3-carboxamide COCCNC(=O)C1=NNC2=CN=C(C=C21)C2=CC(=CC=C2)NC(C=C)=O